BrC1=C(C(=O)N(CC(=C)C)CC2=C(C=C(C=C2)OC)OC)C(=CC(=C1)Cl)F 2-bromo-4-chloro-N-(2,4-dimethoxybenzyl)-6-fluoro-N-(2-methylallyl)benzamide